nickel-chromium phosphorus [P].[Cr].[Ni]